C(C#C)N(C1=CC=C(C(N[C@@H](CCC(=O)O)C(=O)O)=O)C=C1)CC1=CC=C2N=C(N)NC(=O)C2=C1 10-propargyl-5,8-dideazafolic acid